ClC1=C(C=C(C(=C1)C(F)(F)F)F)NC(CN1C=2N(C(C(=C1CC)N1C[C@H](NCC1)C)=O)N=C(N2)C=2CCOCC2)=O (R)-N-(2-chloro-5-fluoro-4-(trifluoromethyl)phenyl)-2-(2-(3,6-dihydro-2H-pyran-4-yl)-5-ethyl-6-(3-methylpiperazin-1-yl)-7-oxo-[1,2,4]triazolo[1,5-a]pyrimidin-4(7H)-yl)acetamide